BrC1=C(C=C(C=C1F)F)F 2-bromo-1,3,5-trifluorobenzene